ClC=1C=C(C=CC1F)N1N=C(C=C1)CC(=O)NC=1SC(=CN1)C(F)(F)F 2-[1-(3-chloro-4-fluorophenyl)-1H-pyrazol-3-yl]-N-[5-(trifluoromethyl)-1,3-thiazol-2-yl]acetamide